tert-butyl (1R,5S)-3-(5-cyano-6-(2-(3-(methoxymethoxy) naphthalen-1-yl) ethoxy)-2-(methylthio) pyrimidin-4-yl)-3,8-diazabicyclo[3.2.1]octane-8-carboxylate C(#N)C=1C(=NC(=NC1OCCC1=CC(=CC2=CC=CC=C12)OCOC)SC)N1C[C@H]2CC[C@@H](C1)N2C(=O)OC(C)(C)C